2-(2-bromobenzyl)-N,4,6-trimethyl-N-(2-morpholinoethyl)aniline BrC1=C(CC2=C(N(CCN3CCOCC3)C)C(=CC(=C2)C)C)C=CC=C1